C(CCCC(=O)OC1=CC=CC=C1)(=O)OCC Ethyl phenyl glutarate